C[S@@](=O)C=1C(=NC=CC1)C#N 3-[(R)-methylsulfinyl]pyridine-2-carbonitrile